C[Si](C1=CC=C(C=C1)C=C)(OC)C dimethylmethoxy(4-vinylphenyl)silane